CC1(OC[C@H](N1C(=O)OC(C)(C)C)[C@H](CC(F)(F)F)CC=O)C tert-butyl (4R)-2,2-dimethyl-4-[(1S)-3,3,3-trifluoro-1-(2-oxoethyl)propyl]oxazolidine-3-carboxylate